N-{3-amino-7-bromo-6-[(2-chloro-5-fluorophenyl)carbonyl]-2-methylindol-5-yl}-5-fluoro-3-(trifluoromethyl)benzamide NC1=C(NC2=C(C(=C(C=C12)NC(C1=CC(=CC(=C1)F)C(F)(F)F)=O)C(=O)C1=C(C=CC(=C1)F)Cl)Br)C